BrC=1C=C2CC3(CCCC3)C(OC2=CC1)=O 6-bromospiro[chroman-3,1'-cyclopentan]-2-one